ClC=1C(=NC(=NC1)NC1CCOCC1)C1=CC(=C2CN(C(C2=C1)=O)CC(=O)N[C@H](CO)C1=CC(=CC=C1)C)OC 2-(6-{5-chloro-2-[(oxan-4-yl)amino]pyrimidin-4-yl}-4-methoxy-1-oxo-2,3-dihydro-1H-isoindol-2-yl)-N-[(1S)-2-hydroxy-1-(3-methylphenyl)ethyl]acetamide